OC(=O)C(C(CC[C@@H]1SC[C@@H]2NC(=O)N[C@H]12)[2H])([2H])[2H] Biotin-d3